ClC=1N=CC2=C(N1)N(C(=C2)Cl)C2CCOCC2 2,6-dichloro-7-(tetrahydro-2H-pyran-4-yl)-7H-pyrrolo[2,3-d]pyrimidine